C(C1=CC=CC=C1)OC1CC2(C(N3[C@H](O2)[C@@H](C[C@H]3C3=NC=CN=C3)O)=O)C1 (1s,3S,5'S,7'R,7a'R)-3-(benzyloxy)-7'-hydroxy-5'-(pyrazin-2-yl)tetrahydro-3'H-spiro[cyclobutane-1,2'-pyrrolo[2,1-b]oxazol]-3'-one